C(C)(=O)NCCC1=CC=C(C=C1)C1=CC(=C(C=C1)[C@H](C(F)(F)F)OC1=CC(=NC(=N1)N)N1CCC2(C[C@H](NC2)C(=O)OCC)CC1)N1N=C(C=C1)C (S)-ethyl 8-(6-((R)-1-(4'-(2-acetamidoethyl)-3-(3-methyl-1H-pyrazol-1-yl)-[1,1'-biphenyl]-4-yl)-2,2,2-trifluoroethoxy)-2-aminopyrimidin-4-yl)-2,8-diazaspiro[4.5]decane-3-carboxylate